3-(2-((cyclopentylthio)methyl)imidazo[1,2-a]pyridin-6-yl)-5-(trifluoromethyl)-1,2,4-oxadiazole C1(CCCC1)SCC=1N=C2N(C=C(C=C2)C2=NOC(=N2)C(F)(F)F)C1